[F-].C(CCCC)[N+]1(CCCCC1)C 1-Pentyl-1-methylpiperidinium fluorid